C1(CC1)N1C(=NC(=C1)C(F)(F)F)C1CCC(CC1)CO ((1R,4R)-4-(1-cyclopropyl-4-(trifluoromethyl)-1H-imidazol-2-yl)cyclohexyl)methanol